[C@@H]1([C@@H](CCCC1)OCCO)OCCO 2,2'-(((1R,2R)-cyclohexane-1,2-diyl)bis(oxy))bis(ethan-1-ol)